3-cyclopropyl-7-methyl-2-(4-(methylsulfonyl)phenyl)-5-(4-((6-(tetrahydro-2H-pyran-4-yl)-2,6-diazaspiro[3.3]hept-2-yl)methyl)phenyl)-3H-imidazo[4,5-b]pyridine C1(CC1)N1C(=NC=2C1=NC(=CC2C)C2=CC=C(C=C2)CN2CC1(C2)CN(C1)C1CCOCC1)C1=CC=C(C=C1)S(=O)(=O)C